4-methoxy-4-(trifluoromethyl)cyclohexane-1-amine COC1(CCC(CC1)N)C(F)(F)F